C1(CC1)C1=C(C=C(C(=C1)N1CCN(CC1)C)F)NC1=NC=C(C(=N1)NCCCN1C(CCCC1)=O)C(F)(F)F 1-(3-((2-((2-cyclopropyl-5-fluoro-4-(4-methylpiperazin-1-yl)phenyl)amino)-5-(trifluoromethyl)pyrimidin-4-yl)amino)propyl)piperidin-2-one